4,5-Dihydro-1,3-oxazol O1C=NCC1